[Ni]=O Nickel (II)-Oxid